O=C1N(C2(C3=CC(=CC=C13)N1CCNCC1)CC2)C2C(NC(CC2)=O)=O 3-(3'-oxo-6'-piperazin-1-yl-spiro[cyclopropane-1,1'-isoindoline]-2'-yl)piperidine-2,6-dione